CC1=C2OC=3C=CC=CC3C(C2=CC=C1C)=O 5,6-dimethyl-xantheneone